C(CCCCCCCC)C1=CC=C(C=C1)CS p-Nonylphenylmethanethiol